di-t-butyl(p-dimethylaminophenyl)phosphine C(C)(C)(C)P(C1=CC=C(C=C1)N(C)C)C(C)(C)C